methyl 2-chloro-4-(3,3-difluorocyclobutyl)benzoate ClC1=C(C(=O)OC)C=CC(=C1)C1CC(C1)(F)F